4-[2'-(benzyloxy)-6'-oxo-5H-[2,3'-bipyridine]-5-yl]Piperazine C(C1=CC=CC=C1)OC1=NC(C=CC1=C1N=CC(C=C1)N1CCNCC1)=O